C(#N)C=1C=NN2C1C(=CC(=C2)OCC(C)(C)O)C=2C=CC(=NC2)N2CCC(CC2)(C)NC(C2=NC(=CC=C2)OC)=O N-(1-(5-(3-cyano-6-(2-hydroxy-2-methylpropoxy)pyrazolo[1,5-a]pyridin-4-yl)pyridin-2-yl)-4-methylpiperidin-4-yl)-6-methoxypicolinamide